ClC1=CC(=C(C(=O)OC)C=C1)C1(C(NC2=CC(=CC=C12)C(F)(F)F)=O)F methyl 4-chloro-2-[3-fluoro-2-oxo-6-(trifluoromethyl)indolin-3-yl]benzoate